BrC=1C=C(OCCC(=O)O)C=CC1OC 3-(3-Bromo-4-methoxyphenoxy)propanoic acid